α-naphthoic acid magnesium [Mg].C1(=CC=CC2=CC=CC=C12)C(=O)O